N-benzylnonane-1,9-diamine C(C1=CC=CC=C1)NCCCCCCCCCN